CN1C(C(=CC2=C1N=C(N=C2)S(=O)C)N2CC(CCC2)NC(OC(C)(C)C)=O)=O tert-butyl N-[1-(8-methyl-2-methylsulfinyl-7-oxo-pyrido[2,3-d]pyrimidin-6-yl)-3-piperidyl]carbamate